3-amino-N-((R)-7-((3S,4S)-3-amino-4-(methoxy-d3)pyrrolidin-1-yl)chroman-3-yl)-6-methylthieno[2,3-b]pyridine-2-carboxamide NC1=C(SC2=NC(=CC=C21)C)C(=O)N[C@H]2COC1=CC(=CC=C1C2)N2C[C@@H]([C@H](C2)OC([2H])([2H])[2H])N